phosphorus palladium dichloride [Pd](Cl)Cl.[P]